2-Bromo-N-(2-fluoro-4-methylphenyl)acrylamide BrC(C(=O)NC1=C(C=C(C=C1)C)F)=C